N1-(3-chloro-4-fluorophenyl)-6-methoxyisoquinoline-1,7-diamine ClC=1C=C(C=CC1F)NC1=NC=CC2=CC(=C(C=C12)N)OC